C(C)OC(=O)C1=NC(=C2C(=N1)N(N=C2)C2=C(C=C(C=C2)F)OC)Cl 4-chloro-1-(4-fluoro-2-methoxy-phenyl)pyrazolo[3,4-d]pyrimidine-6-carboxylic acid ethyl ester